FC1=C(OCC(CC[C@H]2[C@@H](C[C@@H]3OC[C@H](CC[C@@H]32)CCCC(=O)O)O)O)C=C(C=C1)F 4-{(3S,5aR,6R,7R,8aS)-6-[4-(2,5-difluorophenoxy)-3-hydroxybutyl]-7-hydroxyoctahydro-2H-cyclopenta[b]oxepin-3-yl}butanoic acid